Cl.N[C@@H](CC(=O)OCC)C=1C=C(C=C(C1F)C(F)(F)F)C1=C(C=C(C=C1C)F)OCCC=C Ethyl (S)-3-amino-3-(2'-(but-3-en-1-yloxy)-4,4'-difluoro-6'-methyl-5-(trifluoromethyl)-[1,1'-biphenyl]-3-yl)propanoate hydrochloride